5-FORMYL-2-PYRIDINECARBOXYLIC ACID C(=O)C=1C=CC(=NC1)C(=O)O